tert-Butyl (5-(4,4,5,5-tetramethyl-1,3,2-dioxaborolan-2-yl)isochroman-1-yl)methylcarbamate CC1(OB(OC1(C)C)C1=C2CCOC(C2=CC=C1)CNC(OC(C)(C)C)=O)C